hydroxyazobenzene-4-carboxylic acid hydrate O.ON=NC1=CC=C(C=C1)C(=O)O